4-(3-(4-cyano-3-(trifluoromethyl)phenyl)-5,5-dimethyl-4-oxo-2-thioxoimidazolidin-1-yl)-2-fluoro-N-(6-hydroxyhexyl)-N-methylbenzamide C(#N)C1=C(C=C(C=C1)N1C(N(C(C1=O)(C)C)C1=CC(=C(C(=O)N(C)CCCCCCO)C=C1)F)=S)C(F)(F)F